(R)-4-(((3-((2-((3S,4R)-4-(2-(dimethylamino)ethoxy)-3-fluoro-piperidin-1-yl)pyrimidin-4-yl)amino)-5-isopropylisoquinolin-8-yl)oxy)methyl)-3-methyloxazolidin-2-one CN(CCO[C@H]1[C@H](CN(CC1)C1=NC=CC(=N1)NC=1N=CC2=C(C=CC(=C2C1)C(C)C)OC[C@H]1N(C(OC1)=O)C)F)C